dipentyl propanedioate C(CC(=O)OCCCCC)(=O)OCCCCC